[6-(3-isopropyl-1,2,4-triazol-1-yl)-1,3-benzodioxol-4-yl]methanone C(C)(C)C1=NN(C=N1)C=1C=C(C2=C(OCO2)C1)C=O